isobutyl (2-chloropyridin-3-yl)carbamate ClC1=NC=CC=C1NC(OCC(C)C)=O